1-(5-(4,4-difluoropiperidine-1-carbonyl)pyridin-2-yl)-1,5-dihydro-6H-pyrazolo[4,3-c]pyridin-6-one FC1(CCN(CC1)C(=O)C=1C=CC(=NC1)N1N=CC2=CNC(C=C21)=O)F